C(C(C(=O)OP(=O)(O)O)O)OP(=O)(O)O 1,3-bisphosphoglycerate